ClC1=C(C=C(C=C1)C1=NN(C(=N1)CC(=O)NCC1=CC(=NC(=C1)C)C)CC)OC(C)C 2-[3-(4-Chloro-3-isopropyloxyphenyl)-1-ethyl-1H-1,2,4-triazol-5-yl]-N-[(2,6-dimethylpyridin-4-yl)methyl]acetamid